COC1=CC=C(CN(C2=NC=NN3C2=NC=C3C=3C=NN(C3)C=3C=C(C=CC3C)NC(C3=CC(=CC=C3)Cl)=O)CC3=CC=C(C=C3)OC)C=C1 N-(3-(4-(4-(bis(4-methoxybenzyl)amino)imidazo[2,1-f][1,2,4]triazin-7-yl)-1H-pyrazol-1-yl)-4-methylphenyl)-3-chlorobenzamide